C(C1CO1)OCCC[Zr](OC)(OC)OC γ-glycidoxypropyl-trimethoxyzirconium(IV)